5-(2-cyanobenzoyl)amino-3-(1-isopropyl-1,2,3,6-tetrahydropyridin-4-yl)-1H-indole C(#N)C1=C(C(=O)NC=2C=C3C(=CNC3=CC2)C=2CCN(CC2)C(C)C)C=CC=C1